FCCCN(CC[C@@H](C(=O)O)NC1=C2C(=NC=N1)N(N=C2)C)CCCCC2=NC=1NCCCC1C=C2 (S)-4-((3-fluoropropyl)(4-(5,6,7,8-tetrahydro-1,8-naphthyridin-2-yl)butyl)amino)-2-((1-methyl-1H-pyrazolo[3,4-d]pyrimidin-4-yl)amino)butanoic acid